C(C)S(=O)(=O)C1=CC=C(C=C1)CC(=O)NC1=CC=C(C=C1)C1=NC2=C(N1CC(C)C)C=C(C=C2)C 2-(4-(ethylsulfonyl)phenyl)-N-(4-(1-isobutyl-6-methyl-1H-benzo[d]imidazol-2-yl)phenyl)acetamide